N1(CCCCC1)C=1C=C2C(=CN(C2=CC1)S(=O)(=O)C1=CC=C(C)C=C1)C=O 5-(piperidin-1-yl)-1-tosyl-1H-indole-3-carbaldehyde